P(=O)(OCC([C@H](C(=O)NCCC(=O)N(C)CCSC(C)=O)O)(C)C)([O-])[O-].[Na+].[Na+] sodium (R)-4-((3-((2-(acetylthio)ethyl)(methyl)amino)-3-oxopropyl)amino)-3-hydroxy-2,2-dimethyl-4-oxo-butyl phosphate